COC(N[C@@H](CC\C=C\C(=O)N(C)C)C(NC=1C(N(C=CC1)CC=1NC2=NC=NC(=C2N1)CC(C)(C)C)=O)=O)=O.N1=C(N=CC=C1)N1CCN(CC1)C1=NC=CC=N1 1,4-di(2-pyrimidinyl)piperazine methyl-N-[(E,1S)-6-(dimethylamino)-1-[[1-[[6-(2,2-dimethylpropyl)-9H-purin-8-yl]methyl]-2-oxo-3-pyridyl]carbamoyl]-6-oxo-hex-4-enyl]carbamate